CC(C)(C)OC(=O)N(C)CCC(CN(C)C1C[C@H](CC1)NC(=O)OCC1=CC=CC=C1)F {7-[(3S)-3-{[(benzyloxy)carbonyl]amino}cyclopentyl]-5-fluoro-2,7-diazaoct-2-yl}methanoic acid-2-methylpropan-2-yl ester